FC1=C(NC2=CC=CC=3N2CN(C3)OCCO)C=CC(=C1)I 5-(2-fluoro-4-iodoanilino)-N-(2-hydroxyethoxy)imidazo[1,5-a]pyridine